The molecule is a galacturonate. It has a role as a Saccharomyces cerevisiae metabolite. It is a conjugate base of an aldehydo-D-galacturonic acid. C(=O)[C@@H]([C@H]([C@H]([C@@H](C(=O)[O-])O)O)O)O